C(C)(C)(C)OC(=O)N1[C@H]([C@@](CCC1)(COCCC(=O)OC)N)CO[C@@H]1CC[C@@H](CC1)C1=CC=CC=C1 |o1:8,9| tert-butyl-rel-(2R,3S)-3-amino-3-[(3-methoxy-3-oxopropoxy)methyl]-2-({[(CIS)-4-phenylcyclohexyl]oxy} methyl)piperidine-1-carboxylate